N1=CN=C(C2=C1CNC=C2)O 7H,8H-pyrido[3,4-d]pyrimidin-4-ol